BrC=1C=C(C=CC1O)/C=C/C(=O)C1=CC=C(C=C1)NS(=O)(=O)C N-[4-[(E)-3-(3-Bromo-4-hydroxyphenyl)prop-2-enoyl]phenyl]methanesulfonamide